FC(C1=NN=C(O1)C=1C=CC(=NC1)CN1N=NC(=C1)C=1C=C(C=CC1)NC(=O)C1CN(C1)CC)F N-(3-(1-((5-(5-(difluoromethyl)-1,3,4-oxadiazol-2-yl)pyridin-2-yl)methyl)-1H-1,2,3-triazol-4-yl)phenyl)-1-ethylazetidin-3-carboxamide